N-(5,8,11,14-eicosatetraenoyl)leucine C(CCCC=CCC=CCC=CCC=CCCCCC)(=O)N[C@@H](CC(C)C)C(=O)O